2-hydroxyethylurea OCCNC(=O)N